CC1(C(C([C@H]2[C@H]1CCC=1C=NC=NC21)(C)C)C)C |r| (6aRS,9aRS)-7,7,8,9,9-pentamethyl-6,6a,7,8,9,9a-hexahydro-5H-cyclopenta[h]quinazoline